(1H-1,2,3-triazol-4-yl)phenol N1N=NC(=C1)C1=C(C=CC=C1)O